N1CC(C1)CN1CC2=C(C(=C(C=C2CC1)O)N1CC(NS1(=O)=O)=O)F 5-{2-[(azetidin-3-yl)methyl]-8-fluoro-6-hydroxy-1,2,3,4-tetrahydroisoquinolin-7-yl}-1λ6,2,5-thiadiazolidine-1,1,3-trione